CC=1N=C(SC1CN)C=1C=NC=CC1 (4-methyl-2-pyridin-3-yl-1,3-thiazol-5-yl)methylamine